(4-chloro-2-(trifluoromethyl)phenyl)boronic acid ClC1=CC(=C(C=C1)B(O)O)C(F)(F)F